OC1=C(CNC2=C3NC=NC3=NC=N2)C=C(C=C1)O 6-(2,5-Dihydroxybenzylamino)purine